2'''-fluoro-4'''-methoxy-3'''-nitro-[1,1':2',1'':2',1'''-quaterphenyl]-2-amine FC1=C(C=CC(=C1[N+](=O)[O-])OC)C1(C(=CC=CC1)C=1C(=CC=CC1)N)C1=CC=CC=C1